C(C1=CC=CC=C1)OC(=O)C1(CC1)OCCN(C)C 1-(2-(dimethylamino)ethoxy)cyclopropane-1-carboxylic acid benzyl ester